7-(5-chloro-2-methoxyphenyl)-N-[(2,4-dimethoxyphenyl)methyl]-6-fluoro-cinnolin-4-amine ClC=1C=CC(=C(C1)C1=C(C=C2C(=CN=NC2=C1)NCC1=C(C=C(C=C1)OC)OC)F)OC